tributoxysilylpropyl methacrylate dimethoxymethyl-silyl-propyl-methacrylate diethoxymethylsilylpropyl-methacrylate dibutoxymethylsilylpropyl-methacrylate C(CCC)OC(OCCCC)[SiH2]CCCOC(C(=C)C)=O.C(C)OC(OCC)[SiH2]CCCOC(C(=C)C)=O.COC(OC)CC(C(=O)O)=C(CCC)[SiH3].C(C(=C)C)(=O)OCCC[Si](OCCCC)(OCCCC)OCCCC